((3-(4-(5-methyl-1,3,4-thiadiazol-2-yloxy)phenyl)-1,2,4-oxadiazol-5-yl)methyl)acrylic acid CC1=NN=C(S1)OC1=CC=C(C=C1)C1=NOC(=N1)CC(C(=O)O)=C